N1[C@H](CC2=CC=CC=C12)CO (R)-indoline-2-methanol